FC1=C(C=CC=C1)N1C=C(C=CC1=O)C(=O)OC methyl 1-(2-fluorophenyl)-6-oxopyridine-3-carboxylate